NC1=C(C(C(O1)C1=CC=C(C(=O)OCC)C=C1)=O)OS(=O)(=O)CC1=CC=CC=C1 ethyl 4-(5-amino-4-((benzylsulfonyl)oxy)-3-oxo-2,3-dihydrofuran-2-yl)benzoate